C1=CC=CC=2C3=CC=CC=C3C(C12)(C1=CC=C(C=C1)N(C1=CC=C(C=C1)C1=CC=CC=C1)C1=CC=C(C=C1)C1=CC=CC=C1)C1=CC=C(C=C1)N(C1=CC=C(C=C1)C1=CC=CC=C1)C1=CC=C(C=C1)C1=CC=CC=C1 N,N'-((9H-fluorene-9,9-diyl)bis(4,1-phenylene))bis(N-([1,1'-biphenyl]-4-yl)-[1,1-biphenyl]-4-amine)